4-oleoyloxy-phenylacetic acid C(CCCCCCC\C=C/CCCCCCCC)(=O)OC1=CC=C(C=C1)CC(=O)O